(R)-4-(7-(4-bromo-3-(trifluoromethyl)benzoyl)-6-methyl-4-oxo-2-(phenylamino)-5,6,7,8-tetrahydropyrido[3,4-d]pyrimidin-3(4H)-yl)-N-methylbenzamide BrC1=C(C=C(C(=O)N2CC=3N=C(N(C(C3C[C@H]2C)=O)C2=CC=C(C(=O)NC)C=C2)NC2=CC=CC=C2)C=C1)C(F)(F)F